CN(CCCNC(C1=CN=C(C=C1)[131I])=O)C N-(3-(dimethylamino)propyl)-6-[131I]iodonicotinamide